R-(+)-1,1-binaphthalene C1(=CC=CC2=CC=CC=C12)C1=CC=CC2=CC=CC=C12